C(CCC)NCCC[Si](C)(C)C N-BUTYLAMINOPROPYLTRIMETHYL-SILANE